OCCCCCC(=O)C1C(OCCCC1)=O 3-(6-Hydroxyhexanoyl)oxepan-2-one